(4-trifluoromethylphenyl)-3-indazolone FC(C1=CC=C(C=C1)C1=C2C(N=NC2=CC=C1)=O)(F)F